N-methylpyrazine-3-carboxamide CNC(=O)C=1C=NC=CN1